di-tert-butyl-ethane methyl-2-(6-(benzyloxy)-10-(4-methoxyphenoxy)-[1,2,4]triazolo[5,1-a]isoquinoline-5-carboxamido)acetate COC(CNC(=O)C=1N2C(C3=C(C=CC=C3C1OCC1=CC=CC=C1)OC1=CC=C(C=C1)OC)=NC=N2)=O.C(C)(C)(C)C(C)C(C)(C)C